C1=CC=CC=2C3=CC=CC=C3C(C12)COC(=O)N([C@@H](CC(=O)O)C(=O)N1CCC(CC1)C)C (3S)-3-[9H-fluoren-9-ylmethoxycarbonyl(methyl)Amino]-4-(4-methylpiperidin-1-yl)-4-oxobutanoic acid